ClC1=C(N=C2N1N=CC(=C2C(C)C)C(=O)O)C2=CC(=CC(=C2)Cl)Cl 3-chloro-2-(3,5-dichlorophenyl)-8-isopropylimidazo[1,2-b]pyridazine-7-carboxylic acid